Ethynyl-aniline hydrochloride Cl.C(#C)NC1=CC=CC=C1